OC=1C=CC2=C(C(N([Se]2)C=2C(=C(C=CC2)C2=CC=CC=C2)C)=O)C1 5-hydroxy-2-[2-methyl-(1,1'-biphenyl)-3-yl]benzo[1,2-d]isoselenazole-3(2H)-one